1,3,6,8-tetra(p-aminophenyl)pyrene NC1=CC=C(C=C1)C1=CC(=C2C=CC3=C(C=C(C4=CC=C1C2=C34)C3=CC=C(C=C3)N)C3=CC=C(C=C3)N)C3=CC=C(C=C3)N